C(C)(C)(C)OC(NC1=CC(=CC=C1)CBr)=O 3-(bromomethyl)phenyl-carbamic acid tert-butyl ester